C1N(CCC2=CC=CC=C12)C[C@H](CN1CCOC2=C(C1=O)C=CC(=C2)OCC2=NC=C(C=C2)F)O 4-[(2R)-3-(3,4-dihydro-1H-isoquinolin-2-yl)-2-hydroxy-propyl]-8-[(5-fluoro-2-pyridyl)methoxy]-2,3-dihydro-1,4-benzoxazepin-5-one